C(C)C1=C(C=CC=C1)CN1C(CCC1=O)CC(=O)N(C1=CC=CC=C1)C 2-[1-[(2-ethylphenyl)methyl]-5-oxopyrrolidin-2-yl]-N-methyl-N-phenylacetamid